IC=1C=C(CSCC2=CC(=C(C=C2)I)I)C=CC1I 3,4-diiodobenzylsulfide